2-chloro-4-((4-chloro-6-methylpyridine-2-yl)oxy)benzaldehyde ClC1=C(C=O)C=CC(=C1)OC1=NC(=CC(=C1)Cl)C